3-fluoro-4-(5-fluoro-1H-benzo[d]imidazol-2-yl)-6-methoxybenzene-1,2-diol FC1=C(C(=C(C=C1C1=NC2=C(N1)C=CC(=C2)F)OC)O)O